FC1(CN(CC1CO)C(=O)[O-])F 3,3-difluoro-4-(hydroxymethyl)pyrrolidine-1-carboxylate